O(S(=O)(=O)C(F)(F)F)C1=CC(=CC(=C1)C=1C=NN(C1)C)[C@@H](C)NC(C1=C(C=CC(=C1)N1CCN(CC1)C)C)=O [3-[(1R)-1-[[2-methyl-5-(4-methylpiperazin-1-yl) benzoyl] amino] ethyl]-5-(1-methylpyrazol-4-yl) phenyl] triflate